Cl.Cl.NC=1C(=NC(=CC1)OC)N(CCCC1=C(C=CC(=C1F)F)NC1=C(C(=O)O)C=C(C(=C1)F)F)C(=O)OC(C)(C)C 2-((2-(3-((3-Amino-6-methoxypyridin-2-yl)(tert-butoxycarbonyl)amino)propyl)-3,4-difluorophenyl)amino)-4,5-difluorobenzoic acid, dihydrochloride